triethoxytrimethylolpropane C(C)OC(CC(CO)(CO)CO)(OCC)OCC